2-[4-[(2S,3S)-2-[2-methyl-3-(trideuteriomethoxy)phenyl]pyrrolidin-3-yl]piperazin-1-yl]acetamide hydrochloride Cl.CC1=C(C=CC=C1OC([2H])([2H])[2H])[C@@H]1NCC[C@@H]1N1CCN(CC1)CC(=O)N